CN(C=1C=C(CN(C=2SC=C(N2)CN2CCOCC2)CC2=CC(=CC=C2)OC)C=CC1)C N-(3-(dimethylamino)benzyl)-N-(3-methoxybenzyl)-4-(morpholinomethyl)thiazol-2-amine